ClC1=CC=C(C=C1)C=1N=CN(C1C1=CC=NC=C1)CC(=O)N(C1COC2(CNC2)C1)C 2-[4-(4-chlorophenyl)-5-(4-pyridyl)imidazol-1-yl]-N-methyl-N-(5-oxa-2-azaspiro[3.4]oct-7-yl)acetamide